NC=1NC(C2=C(N1)NC(=C2C2=CC=CC=1CCOC12)C1=CC=C(C=C1)S(=O)(=O)N(C)C)=O 4-(2-Amino-5-(2,3-dihydrobenzofuran-7-yl)-4-oxo-4,7-dihydro-3H-pyrrolo[2,3-d]pyrimidin-6-yl)-N,N-dimethylbenzenesulfonamide